N-(4-Methyl-3-oxo-3,4-dihydro-2H-benzo[b][1,4]oxazin-6-yl)-1-(chinolin-5-yl)-5-(trifluoromethyl)-1H-pyrazol-4-carboxamid CN1C2=C(OCC1=O)C=CC(=C2)NC(=O)C=2C=NN(C2C(F)(F)F)C2=C1C=CC=NC1=CC=C2